ClC=1C=C(CNC(=O)[C@]2(C=3C=CC=NC3[C@H](CC2)O)F)C=C(C1)F (5S,8S)-N-(3-chloro-5-fluorobenzyl)-5-fluoro-8-hydroxy-5,6,7,8-tetra-hydroquinoline-5-carboxamide